C(C)(C)(C)C=1C=C(CP(OCCCCCCCCCCCCCCCCCC)(OCCCCCCCCCCCCCCCCCC)=O)C=C(C1O)C(C)(C)C dioctadecyl 3,5-di-t-butyl-4-hydroxybenzylphosphonate